ClC=1C(=C(C=CC1OCC1CCOCC1)NC=1C2=C(N=CN1)C=CC(=N2)O[C@@H]2CN(CC2)C(C=C)=O)F (S)-1-(3-((4-((3-chloro-2-fluoro-4-((tetrahydro-2H-pyran-4-yl)methoxy)phenyl)-amino)pyrido[3,2-d]pyrimidin-6-yl)oxy)pyrrolidin-1-yl)prop-2-en-1-one